C(C)(C)(C)OC(=O)N1CC(C1)CN(CC1=CC=C(C=C1)OC)C1CC1 3-([Cyclopropyl-(4-methoxybenzyl)amino]methyl)azetidine-1-carboxylic acid tert-butyl ester